C(C=1C=NC=2CCN=CC2C1)([2H])([2H])[2H] 3-(methyl-d3)-7,8-dihydro-1,6-naphthyridin